N(=O)N(C1=CC=CC2=CC=CC=C12)C1=CC=CC=C1 N-nitrosophenyl-naphthyl-amine